1-(benzofuran-6-yl)-2-bromobutan-1-one O1C=CC2=C1C=C(C=C2)C(C(CC)Br)=O